C(#N)C=1SC2=C(C1N(C(C)C1=NC=NN1C1=CC=C(C=N1)C#N)C)C=C(C=C2C(F)(F)F)C(F)(F)F 6-[5-[1-[[2-cyano-5,7-bis(trifluoromethyl)benzothien-3-yl]-methyl-amino]ethyl]-1,2,4-triazol-1-yl]pyridine-3-carbonitrile